C1(=CC=CC=C1)OP(OC1=CC=CC=C1)(=O)C.N(CCO)CCO diethanolamine diphenyl-methylphosphonate